OC1=CC=C2C=3C(COC2=C1O)(CC1=CC(C(=CC13)O)=O)O 3,4,6a,10-tetrahydroxy-6,7-dihydroindeno[2,1-c]chromen-9-one